2-(5-fluoro-2-methoxyPhenyl)ethan-1-ol Beryllium [Be].FC=1C=CC(=C(C1)CCO)OC